6-chloropyrimidin-4(1H)-one ClC1=CC(N=CN1)=O